C(C)(C)(C)C1=CC2=CC3=CC=CC=C3C=C2C=C1 2-t-butylanthracene